CC1(C=C(C=C2C=C3C(C=C4C5=CC=CC=C5C5=CC=CC=C5C4=C3)=C12)C1=CC=C(C=C1)C1=CC=C2C=CC3=CC=CC4=CC=C1C2=C34)C 10,10-dimethyl-12-(4-(pyrene-1-yl)phenyl)-10H-indeno[1,2-b]triphenylene